C(C)(C)OC(C)COC(C)CO dipropylene glycol mono-isopropyl ether